N(=[N+]=[N-])C(CC)O azido-1-propanol